1-[9-(4-chlorophenyl)-8-(6-cyano-3-pyridyl)-2-[(2S)-2-(hydroxymethyl)pyrrolidin-1-yl]purin-6-yl]-4-isopropoxy-piperidine-4-carboxamide ClC1=CC=C(C=C1)N1C2=NC(=NC(=C2N=C1C=1C=NC(=CC1)C#N)N1CCC(CC1)(C(=O)N)OC(C)C)N1[C@@H](CCC1)CO